OC1=C(C=C(C=C1C)/C=C/C(=O)C1=CC=C(C=2C=COC21)OC)C (E)-3-(4-hydroxy-3,5-dimethylphenyl)-1-(4-methoxybenzofuran-7-yl)prop-2-en-1-one